2-(5-(2-(((R)-((S)-4-amino-3-chloro-6-oxo-5,6,7,8-tetrahydropyrazino[2,3-c]pyridazin-7-yl)(phenyl)methyl)amino)ethyl)-2-methylphenyl)acetic acid NC=1C2=C(N=NC1Cl)N[C@H](C(N2)=O)[C@@H](C2=CC=CC=C2)NCCC=2C=CC(=C(C2)CC(=O)O)C